C1(CCC1)N1N=C(C(=C1NC(CC(C)(C)C)=O)C)C1CC(C1)(F)F N-(1-cyclobutyl-3-(3,3-difluorocyclobutyl)-4-methyl-1H-pyrazol-5-yl)-3,3-dimethylbutanamide